2-(2,6-dioxo-3-piperidyl)-5-[4-[[4-[[(3S)-pyrrolidin-3-yl]methyl]piperazin-1-yl]methyl]-1-piperidyl]isoindoline-1,3-dione O=C1NC(CCC1N1C(C2=CC=C(C=C2C1=O)N1CCC(CC1)CN1CCN(CC1)C[C@@H]1CNCC1)=O)=O